CC(=CCCO[SiH3])C Dimethylvinylethoxysilane